(R,E)-N-(4-((3-Chloro-4-(pyridin-2-ylmethoxy)phenyl)amino)-5-(4-methoxybutoxy)quinazolin-6-yl)-3-(1-methylpyrrolidin-2-yl)acrylamide ClC=1C=C(C=CC1OCC1=NC=CC=C1)NC1=NC=NC2=CC=C(C(=C12)OCCCCOC)NC(\C=C\[C@@H]1N(CCC1)C)=O